FC(C1=CC=C(CN2CCN(CC2)C2=CC=C(C(=O)O)C=C2)C=C1)(F)F 4-(4-(4-(trifluoromethyl)benzyl)piperazin-1-yl)benzoic acid